FC=1C=C(C=CC1F)C(COC)N1CCNCC1 4-[1-(3,4-Difluorophenyl)-2-methoxy-ethyl]piperazine